CN1C(C2=C(SC(=C2)C2=NC=C(C(=N2)NC2=NC=C(C=C2)C2CCN(CC2)C)C(F)(F)F)C2(CC2)C1)=O 5-Methyl-2-[4-[[5-(1-methylpiperidin-4-yl)pyridin-2-yl]amino]-5-(trifluoromethyl)pyrimidin-2-yl]spiro[6H-thieno[3,2-c]pyridine-7,1'-cyclopropane]-4-one